(2R,4R)-2-(methoxymethyl)-4-(5-(3-(trifluoromethoxy)phenyl)oxazole-2-carboxamido)pyrrolidine-1-carboxylic acid tert-butyl ester C(C)(C)(C)OC(=O)N1[C@H](C[C@H](C1)NC(=O)C=1OC(=CN1)C1=CC(=CC=C1)OC(F)(F)F)COC